4-(4-bromo-6-chloro-1-(tetrahydro-2H-pyran-2-yl)-1H-indazol-5-yl)-2,2-difluorobutan-1-ol BrC1=C2C=NN(C2=CC(=C1CCC(CO)(F)F)Cl)C1OCCCC1